2-[1-[4-[[2,6-dioxo-3-piperidyl]amino]-2-fluoro-5-methoxy-phenyl]-4-hydroxy-4-piperidyl]acetic acid, hydrochloride Cl.O=C1NC(CCC1NC1=CC(=C(C=C1OC)N1CCC(CC1)(O)CC(=O)O)F)=O